N1=CC(=CC=C1)CC1N2CCC(C1C=1C=C3C=CNC3=CC1)CC2 5-[2-(3-pyridylmethyl)quinuclidin-3-yl]-1H-indole